CC1=C(C(=O)N)C=C(C=C1)C1C(C1)CN1CCOCC1 2-methyl-5-(2-(morpholinomethyl)cyclopropyl)benzamide